C([C@@H]1[C@H]([C@H](C(O1)/N=C(/CNC=O)\\N)O)O)OP(=O)(O)O The molecule is a N-glycosyl compound, a ribose monophosphate and a carboxamidine. It has a role as an Escherichia coli metabolite and a mouse metabolite. It is a conjugate acid of a 2-formamido-N(1)-(5-O-phosphonato-D-ribosyl)acetamidine.